N-[6-[5-(difluoromethyl)-1,2,4-oxadiazol-3-yl]-2H,3H-furo[3,2-b]pyridin-3-yl]-2-methylpyridine-4-carboxamide FC(C1=NC(=NO1)C=1C=C2C(=NC1)C(CO2)NC(=O)C2=CC(=NC=C2)C)F